(S)-2-(2-(3-(3-fluoropyridin-2-yloxy)pyrrolidin-1-yl)-5-(2-isopropylphenoxy)phenyl)ethanol FC=1C(=NC=CC1)O[C@@H]1CN(CC1)C1=C(C=C(C=C1)OC1=C(C=CC=C1)C(C)C)CCO